BrC1=CC(=NC2=C(C=CC=C12)C(F)(F)F)C 4-bromo-2-methyl-8-(trifluoromethyl)quinoline